COC(=O)C=1C(=NN(C1C(=O)OC)C1=CC=C(C=C1)C)C(F)F 1-[4-(methyl)phenyl]-3-(difluoromethyl)-1H-pyrazole-4,5-dicarboxylic acid dimethyl ester